tert-butyl (4-(8-methyl-7-oxo-7,8-dihydro-1,8-naphthyridin-4-yl)benzyl)carbamate CN1C(C=CC=2C(=CC=NC12)C1=CC=C(CNC(OC(C)(C)C)=O)C=C1)=O